4-amino-8-(2-fluoropyridin-3-yl)-3-(propylcarbamoyl)isoquinoline-2-oxide NC1=C([N+](=CC2=C(C=CC=C12)C=1C(=NC=CC1)F)[O-])C(NCCC)=O